2,6-dimethylimidazo[2,1-b][1,3,4]thiadiazole CC1=NN2C(S1)=NC(=C2)C